CC1(COC1)COCOCOCC1(COC1)C bis([3-methyl-3-oxetanylmethoxy] methyl) ether